tert-Butyl N-[(3R,4S)-1-[3-(2,6-dibenzyloxy-3-pyridyl)-1-methyl-indazol-6-yl]-3-methyl-4-piperidyl]carbamate C(C1=CC=CC=C1)OC1=NC(=CC=C1C1=NN(C2=CC(=CC=C12)N1C[C@H]([C@H](CC1)NC(OC(C)(C)C)=O)C)C)OCC1=CC=CC=C1